COC1=C(C(=O)NCC(F)(F)F)C(=CC(=C1)C1=CN=C2N1C=CC(=C2)C=2C=NC(=NC2)OC)OC 2,6-dimethoxy-4-[7-(2-methoxypyrimidin-5-yl)imidazo[1,2-a]pyridin-3-yl]-N-(2,2,2-trifluoroethyl)benzamide